BrC=1C(=C(C=C(C1)OC1CCO1)N1C(C(=CC=C1)CC=1C=NN(C1)CC)=O)F 1-{3-bromo-2-fluoro-5-[(oxetan-4-yl)oxy]phenyl}-3-[(1-ethyl-1H-pyrazol-4-yl)methyl]pyridin-2(1H)-one